FC1([C@@H]([C@@H](N(C1)C(=O)[C@@H]1OCCC1)CC=1C(=C(C=CC1)C1=CC(=CC(=C1)F)F)F)NS(=O)(=O)CC)F N-{(2S,3R)-4,4-difluoro-1-[(2R)-oxolane-2-carbonyl]-2-[(2,3',5'-trifluoro[1,1'-biphenyl]-3-yl)methyl]pyrrolidin-3-yl}ethanesulfonamide